(Z)-1-(((1r,4r)-4-aminocyclohexyl)methyl)-3-((3,5-dimethyl-1H-pyrrol-2-yl)methylene)-5-fluoro-6-(morpholin-4-carbonyl)indol-2-one hydrochloride Cl.NC1CCC(CC1)CN1C(\C(\C2=CC(=C(C=C12)C(=O)N1CCOCC1)F)=C/C=1NC(=CC1C)C)=O